ClCC1=NC=C2C=C(C(NC2=C1)=O)C 7-(Chloromethyl)-3-methyl-1,6-naphthyridin-2(1H)-one